C(C)[C@]1(C(OCC=2C(N3CC=4C(=NC=5C=C(C(=C6C5C4[C@H](CC6)NC(C(CO)(F)F)=O)C)F)C3=CC21)=O)=O)O N-((1S,9S)-9-ethyl-5-fluoro-9-hydroxy-4-methyl-10,13-dioxo-2,3,9,10,13,15-hexahydro-1H,12H-benzo[de]pyrano[3',4':6,7]indolizino[1,2-b]quinolin-1-yl)-2,2-difluoro-3-hydroxypropionamide